(1S,3R)-1-(2,6-difluoro-4-((Z)-(1-(3-fluoropropyl)pyrrolidin-3-ylidene)methyl)phenyl)-2-(2,2-difluoropropyl)-3-methyl-1,2,3,4-tetrahydroisoquinoline-6-carboxylic acid FC1=C(C(=CC(=C1)\C=C\1/CN(CC1)CCCF)F)[C@H]1N([C@@H](CC2=CC(=CC=C12)C(=O)O)C)CC(C)(F)F